C(C)OC(=O)C=1C(=NC(=CC1)N1N=C(C=C1)OCC1(C(C1)(F)F)C)Cl 2-chloro-6-[3-[(2,2-difluoro-1-methyl-cyclopropyl)methoxy]pyrazol-1-yl]pyridine-3-carboxylic acid ethyl ester